(E)-2-phenyl-2-butenal C1(=CC=CC=C1)/C(/C=O)=C\C